5-(8-fluoroimidazo[1,2-a]pyridin-6-yl)-N-isobutyl-7H-pyrrolo[2,3-d]pyrimidin-2-amine FC=1C=2N(C=C(C1)C1=CNC=3N=C(N=CC31)NCC(C)C)C=CN2